aminothiazolamide NC=1N=C(SC1)C(=O)N